(R)-3-((1-(2-(4-(1H-indazol-1-yl)piperidin-1-yl)-3,6-dimethyl-4-oxo-3,4-dihydroquinazolin-8-yl)ethyl)amino)-6-chloro-N-(methylsulfonyl)picolinamide N1(N=CC2=CC=CC=C12)C1CCN(CC1)C1=NC2=C(C=C(C=C2C(N1C)=O)C)[C@@H](C)NC=1C(=NC(=CC1)Cl)C(=O)NS(=O)(=O)C